2,6-DIMETHYLPHENYLBORONIC ACID CC1=C(C(=CC=C1)C)B(O)O